tri(1,2,2,6,6-pentamethyl-4-piperidyl) phosphite P(OC1CC(N(C(C1)(C)C)C)(C)C)(OC1CC(N(C(C1)(C)C)C)(C)C)OC1CC(N(C(C1)(C)C)C)(C)C